CC1=NC=CC(=C1)C=1OC=C(N1)C(=O)Cl 2-(2-methylpyridin-4-yl)oxazole-4-carbonyl chloride